5-fluoro-2-methylimidazole FC1=CN=C(N1)C